1-phenylethane-1-d1-1-ol C1(=CC=CC=C1)C(C)(O)[2H]